O=C1NC(CCC1N(C=1C=C(C=CC1)C=1CCN(CC1)CC(=O)O)C)=O 2-[4-[3-[(2,6-dioxo-3-piperidyl)-methyl-amino]phenyl]-3,6-dihydro-2H-pyridin-1-yl]acetic acid